OC(CC(=O)O)CCCCCCCCC(CC)O 3,12-dihydroxytetradecanoic acid